ClC=1C=CC=C(C(=O)[O-])C1 5-chloro-benzoate